O=C1N(C2=CC=C(C=C2C=C1)C(F)(F)F)CC(=O)N (2-oxo-6-(trifluoromethyl)quinolin-1(2H)-yl)acetamide